titanium vanadium titanium iron [Fe].[Ti].[V].[Ti]